C(#N)C1=C(C=C(C=C1)N1[C@H](O[C@@H](C1)COC1=CC=C(C=C1)NC(N(C)C)=O)C(F)(F)F)C(F)(F)F 3-(4-(((2R,5S)-3-(4-cyano-3-(trifluoromethyl)phenyl)-2-(trifluoromethyl)oxazolidin-5-yl)methoxy)phenyl)-1,1-dimethylurea